C1OCC2=CC(=CC=C12)N1N=CC=CC1=O 1-(1,3-Dihydroisobenzofuran-5-Yl)-6-OXO-PYRIDAzine